1-isobutyl-N-(6-(1-methyl-5-(piperidin-1-ylmethyl)-1H-pyrazol-4-yl)isoquinolin-3-yl)piperidine-3-carboxamide C(C(C)C)N1CC(CCC1)C(=O)NC=1N=CC2=CC=C(C=C2C1)C=1C=NN(C1CN1CCCCC1)C